(2S)-2-((E)-3-(4-chlorophenyl)acrylamido)-N-(4-(cyclopropylamino)-3,4-dioxo-1-((S)-2-oxopyrrolidin-3-yl)butan-2-yl)-4,4-dimethylpentanamide ClC1=CC=C(C=C1)/C=C/C(=O)N[C@H](C(=O)NC(C[C@H]1C(NCC1)=O)C(C(=O)NC1CC1)=O)CC(C)(C)C